4-((2,6-dimethoxy-4-(4,4,5,5-tetramethyl-1,3,2-dioxaborolan-2-yl)phenoxy)methyl)piperidine TFA salt OC(=O)C(F)(F)F.COC1=C(OCC2CCNCC2)C(=CC(=C1)B1OC(C(O1)(C)C)(C)C)OC